C1N2C=3C(NC(=NC3NC[C@@H]2CN1C1=CC=C(C(N[C@@H](CCC(=O)[O-])C(=O)O)=O)C=C1)N)=O [6R]-5,10-methylene-tetrahydrofolate